The molecule is (8E,12Z)-10-hydroperoxy-8,12-octadecadienoic acid with S-configuration at C-10. It is a conjugate acid of an (8E,10S,12Z)-10-hydroperoxyoctadeca-8,12-dienoate. It is an enantiomer of an (8E,10R,12Z)-10-hydroperoxy-8,12-octadecadienoic acid. CCCCC/C=C\\C[C@@H](/C=C/CCCCCCC(=O)O)OO